C(C)(C)(C)OC(=O)C1=C(N=C(S1)N(C(=O)C1CC(C1)NC1=NC=CC2=CC=C(C=C12)C1=NOC(=N1)C)C)C 4-methyl-2-[methyl-[3-[[7-(5-methyl-1,2,4-oxadiazol-3-yl)-1-isoquinolinyl]amino]cyclobutanecarbonyl]amino]thiazole-5-carboxylic acid tert-butyl ester